4-(5-(3-hydroxy-2,6-dimethylphenyl)-1H-pyrrolo[2,3-b]pyridin-2-yl)-1-methylpyridin-2(1H)-one OC=1C(=C(C(=CC1)C)C=1C=C2C(=NC1)NC(=C2)C2=CC(N(C=C2)C)=O)C